tert-butyl (N,N-dimethylsulfamoyl)((6-(pyridin-4-yl)-1H-indol-3-yl)methyl)carbamate CN(S(=O)(=O)N(C(OC(C)(C)C)=O)CC1=CNC2=CC(=CC=C12)C1=CC=NC=C1)C